2-allyl-1,4-xylene C(C=C)C1=C(C=CC(=C1)C)C